4-[8-bromo-1-(2-pyridyl)-5H-isothiochromeno[4,3-c]pyrazole-3-carbonyl]-3,3-dimethyl-piperazin-2-one BrC1=CC2=C(C=C1)CSC1=C2N(N=C1C(=O)N1C(C(NCC1)=O)(C)C)C1=NC=CC=C1